benzyl 4-(7-bromo-2,8-di-tert-butoxy-6-chloroquinazolin-4-yl)piperazine-1-carboxylate BrC1=C(C=C2C(=NC(=NC2=C1OC(C)(C)C)OC(C)(C)C)N1CCN(CC1)C(=O)OCC1=CC=CC=C1)Cl